2-((Z)-1-(1-((1s,4s)-4-isopropylcyclohexyl)piperidin-4-yl)-2-oxoindolin-3-ylidene)acetonitrile C(C)(C)C1CCC(CC1)N1CCC(CC1)N1C(\C(\C2=CC=CC=C12)=C/C#N)=O